1-Bromopentadecafluoroheptane BrC(C(C(C(C(C(C(F)(F)F)(F)F)(F)F)(F)F)(F)F)(F)F)(F)F